C(#N)C=1C=NC2=CC(=C(C=C2C1NC1=CC=C2CCN(CC2=C1)C)NC(=O)NC1CCN(CC1)CC)OCC 1-(3-Cyano-7-ethoxy-4-((2-methyl-1,2,3,4-tetrahydroisoquinolin-7-yl)amino)quinolin-6-yl)-3-(1-ethylpiperidin-4-yl)urea